CC1(OC[C@@H](O1)[C@H](C)N)C (1S)-1-[(4S)-2,2-dimethyl-1,3-dioxolan-4-yl]ethaneamine